CN(C1[NH+](CC=C(N1C)OC)C)C 2-dimethylamino-4-methoxy-1,3-dimethyl-1,6-dihydropyrimidinium